C1(=CC2C(CC1)O2)C(=O)[O-] 3,4-epoxycyclohexenoate